C(#N)C1(CC1)NS(=O)(=O)C1=C(C=C2C3=C(NC2=C1)N=CN=C3C3CCN(CC3)C(C(C)C)=O)F N-(1-cyanocyclopropyl)-6-fluoro-4-(1-isobutyrylpiperidin-4-yl)-9H-pyrimido[4,5-b]indole-7-sulfonamide